2-benzyl-N-(8-chloro-3-quinolyl)-2,4-dimethyl-pentanamide C(C1=CC=CC=C1)C(C(=O)NC=1C=NC2=C(C=CC=C2C1)Cl)(CC(C)C)C